8-((4-((cyclopropylmethyl)(4-fluorophenyl)amino)cyclohexyl)amino)-5-methyl-6-oxo-5,6-dihydro-1,5-naphthyridine-2-carbonitrile C1(CC1)CN(C1CCC(CC1)NC1=CC(N(C=2C=CC(=NC12)C#N)C)=O)C1=CC=C(C=C1)F